BrC1=CC=C(C[C@@H]2CCNC2)C=C1 (2S,4R)-4-(4-Bromo-benzyl)-pyrrolidine